[N+](=O)([O-])C1=C(C=CC=C1)NC1=C(C=C(C#N)C=C1CC(C)C)CC(C)C 4-[N-(2-nitrophenyl)amino]-3,5-diisobutylbenzonitrile